COC(=O)C1=C(C=NC=C1)NCC1CCOC2=C1C=CC(=C2)N2CCC1=CC=CC=C21 3-({[7-(2,3-dihydro-1H-indol-1-yl)-3,4-dihydro-2H-1-benzopyran-4-yl]methyl}amino)pyridine-4-carboxylic acid methyl ester